(R)-azetidin-2-ylmethyl dibenzyl phosphate P(=O)(OC[C@@H]1NCC1)(OCC1=CC=CC=C1)OCC1=CC=CC=C1